N-(1,1-dioxido-3,4,5,6-tetrahydro-2H-benzo[g][1,2,6]thiadiazocin-9-yl)-2-(4-fluoro-5-methyl-6-oxopyridazin-1(6H)-yl)acetamide O=S1(NCCCNC2=C1C=C(C=C2)NC(CN2N=CC(=C(C2=O)C)F)=O)=O